C(C1=CC=CC=C1)(=O)C1=CC=C(C(=O)ON2C(CCC2=O)=O)C=C1 4-benzoyl-benzoic acid, succinimidyl ester